2,6-dichloro-pyridine-4-carboxamide ClC1=NC(=CC(=C1)C(=O)N)Cl